4-(furo[3,2-c]pyridin-4-yl)-N-(4-hydroxybicyclo[2.2.1]heptan-1-yl)benzamide O1C=CC=2C(=NC=CC21)C2=CC=C(C(=O)NC13CCC(CC1)(C3)O)C=C2